Cl.C(C1=CC=CC=C1)NC(=NC1=NC(=CC(=N1)C1=CC=C(C=C1)OC)C1=CC(=CC=C1)[N+](=O)[O-])N 1-benzyl-2-(4-(4-methoxyphenyl)-6-(3-nitrophenyl)pyrimidin-2-yl)guanidine hydrochloride